C(C1=CC=CC=C1)O[C@H]1C(O)O[C@@H]([C@H]([C@@H]1OCC1=CC=CC=C1)OCC1=CC=CC=C1)COCC1=CC=CC=C1 2,3,4,6-tetra-O-benzyl-α,β-D-glucopyranose